3-[(3-bromo-2-pyridyl)methyl]-2-[(3-oxocyclobutyl)methyl]isoindolin-1-one BrC=1C(=NC=CC1)CC1N(C(C2=CC=CC=C12)=O)CC1CC(C1)=O